C(C)OC(/C=C/C=1C=C(C=CC1)[C@](C(=O)OCC1=CC=CC=C1)(CCCC(CS(=O)(=O)CCO)(C)C)C)=O benzyl (R,E)-2-(3-(3-ethoxy-3-oxoprop-1-en-1-yl)phenyl)-7-((2-hydroxyethyl)sulfonyl)-2,6,6-trimethylheptanoate